CN1C(N(C=C1)C)=O 1,3-Dimethylimidazolone